mono-hydroxyethyl (2-hydroxyethyl) terephthalate C(C1=CC=C(C(=O)OCCO)C=C1)(=O)OCCO